FC(C1N(CCNC1)C1=CC=CC(=N1)C1=NC2=CC(=NC=C2C=C1)CNC(C1=CC(=C(C=C1)C)S(=O)(=O)C)=O)F N-((2-(6-(2-(difluoromethyl)piperazin-1-yl)pyridin-2-yl)-1,6-naphthyridin-7-yl)methyl)-4-methyl-3-(methylsulfonyl)benzamide